The molecule is a alpha,beta-unsaturated monocarboxylic acid that is nicotinic acid which has been hydrogenated at the 1-2 and 5-6 positions of the pyridine ring. It has a role as a plant metabolite and a GABA reuptake inhibitor. It is a beta-amino acid, a tetrahydropyridine, an alpha,beta-unsaturated monocarboxylic acid, a pyridine alkaloid and a secondary amino compound. C1CNCC(=C1)C(=O)O